4-(6-Cyano-1-methyl-2-oxo-1,2-dihydro-1,5-naphthyridin-4-yl)-2,2-dimethylpiperazine-1-carboxylic acid tert-butyl ester C(C)(C)(C)OC(=O)N1C(CN(CC1)C1=CC(N(C2=CC=C(N=C12)C#N)C)=O)(C)C